O=C1NC[C@H]2N1CCN(C2)C(=O)OC(C)(C)C tert-butyl (R)-3-oxohexahydroimidazo[1,5-a]pyrazine-7(1H)-carboxylate